bicyclo[2.2.1]hepta-1,3-diene C12=CC=C(CC1)C2